C(O[C@H]1CC[C@H](CC1)NC=1N=CC2=C(N1)NC=C2C=2C=CC1=C(N(N=N1)C)C2)([2H])([2H])[2H] N-(cis-4-(methoxy-d3)cyclohexyl)-5-(1-methyl-1H-benzo[d][1,2,3]-triazol-6-yl)-7H-pyrrolo[2,3-d]pyrimidin-2-amine